4,4'-(acetylene-1,2-diyl)dibenzoic acid C(#CC1=CC=C(C(=O)O)C=C1)C1=CC=C(C(=O)O)C=C1